allyl (S)-(5-(2-((((9H-fluoren-9-yl)methoxy)carbonyl)amino)propionamido)-2-(((tert-butyldiphenylsilyl)oxy)methyl)benzyl)(methyl)carbamate C1=CC=CC=2C3=CC=CC=C3C(C12)COC(=O)N[C@H](C(=O)NC=1C=CC(=C(CN(C(OCC=C)=O)C)C1)CO[Si](C1=CC=CC=C1)(C1=CC=CC=C1)C(C)(C)C)C